C1(=CC=CC=C1)[SH+]C1=CC=CC=C1 diphenyl-sulfanylium